2-[2-[[6-[2-(dimethylamino)ethyl]-1,3-benzothiazol-2-yl]methylcarbamoyl]indan-2-yl]acetic acid CN(CCC1=CC2=C(N=C(S2)CNC(=O)C2(CC3=CC=CC=C3C2)CC(=O)O)C=C1)C